C(C)(=O)NC=1C(=C(N(OC(C)=O)OC(C)=O)C=CC1)CC 3-acetamido-N,N-diacetoxyethylaniline